C(\C=C/C(=O)OCC)(=O)OCC.C[Si](O[Si](C=C)(C=C)C)(C)C tetramethyldivinyldisiloxane diethyl maleate